3-benzylsulfanylprop-2-enoic acid C(C1=CC=CC=C1)SC=CC(=O)O